2-((2-hydroxypyridin-4-yl)methyl)-6-(2-(2,2,2-trifluoroethoxy)pyrimidin-5-yl)pyridazin-3(2H)-one OC1=NC=CC(=C1)CN1N=C(C=CC1=O)C=1C=NC(=NC1)OCC(F)(F)F